CCCCCC=CCC=CCCCCCCCCC(CCCCCCCCC=CCC=CCCCCC)OC(CCCN(C)C)=O heptatriaconta-6,9,28,31-tetraen-19-yl-4-(dimethyl amino)butanoate